ClCC1=NC2=C(N1CC1(COC1)OC)C=C(C=C2)C(=O)OC methyl 2-(chloromethyl)-1-((3-methoxy oxetan-3-yl)methyl)-1H-benzo[d]imidazole-6-carboxylate